1-(5-((4-isopropoxy-3-(trifluoromethyl)benzyl)oxy)-2,3-dihydro-1H-inden-1-yl)azetidine-3-carboxylic acid C(C)(C)OC1=C(C=C(COC=2C=C3CCC(C3=CC2)N2CC(C2)C(=O)O)C=C1)C(F)(F)F